CN1CCN(CC1)CCCCCOC1=CC=C2C=C(C(OC2=C1)=O)C(C)=O 7-[5-(4-methyl-1-piperazinyl)pentyloxy]-3-acetylcoumarin